methyl 5-(3-(tert-butyldimethylsilyloxy) prop-1-ynyl)-6-chloronicotinate [Si](C)(C)(C(C)(C)C)OCC#CC=1C(=NC=C(C(=O)OC)C1)Cl